tert-butyl 3-[[2-methoxy-4-(trifluoromethyl)phenyl]methoxy]azetidine-1-carboxylate COC1=C(C=CC(=C1)C(F)(F)F)COC1CN(C1)C(=O)OC(C)(C)C